tert-butoxycarbonyl-ammonia C(C)(C)(C)OC(=O)N